CCCC(CCC)O 4-Heptanol